FC1=C(C=C(C=C1)C1=CC(=CC=C1)OC)[C@H](CC(=O)OCC)NC(=O)NC=1C(N(C(=CC1O)C)C)=O ethyl (S)-3-(4-fluoro-3'-methoxybiphenyl-3-yl)-3-(3-(4-hydroxy-1,6-dimethyl-2-oxo-1,2-dihydro pyridin-3-yl)ureido)propanoate